(S)-1-(3-(2-cyclopropylpyridin-4-yl)-1,2,4-oxadiazol-5-yl)ethan-1-amine C1(CC1)C1=NC=CC(=C1)C1=NOC(=N1)[C@H](C)N